C1NC=CC=2C(=CC3=C(C12)C=CC3)S(=O)(=O)N dihydro-7H-cyclopenta[h]isoquinoline-5-sulfonamide